[Si](C)(C)(C(C)(C)C)OC[C@H]1N(CC1)C=1C2=C(N=C(N1)SC)C(=C(OC2=O)C=2C=C(C=C1C=CC=C(C21)C#N)OCOC)C 8-{4-[(2S)-2-{[(tert-butyldimethylsilyl)oxy]methyl}azetidin-1-yl]-8-methyl-2-(methylsulfanyl)-5-oxopyrano[4,3-d]pyrimidin-7-yl}-6-(methoxymethoxy)naphthalene-1-carbonitrile